1-(2-ethoxy-2-oxoethyl)-4-isopropylpiperidine-4-carboxylic acid methyl ester COC(=O)C1(CCN(CC1)CC(=O)OCC)C(C)C